NCCC1(CCN(CC1)C1=NC=CC(=N1)NC=1N=CC2=C(C=CC(=C2C1)C(C)C)N1[C@@H]([C@H](C1)CS(=O)(=O)C)C)OC N-{2-[4-(2-aminoethyl)-4-methoxy-piperidin-1-yl]pyrimidin-4-yl}-8-[(2R,3S)-3-(methanesulfonyl-methyl)-2-methylazetidin-1-yl]-5-(propan-2-yl)isoquinolin-3-amine